CC1N(C(CCC1)C)C(C(=O)O)CCCCCCC(=O)O 2,6-dimethylpiperidinyl-azelaic acid